COC1=CC=C(C(=O)NC2=CC=C(C=C2)N2CCC3(CCN(C3)C3=NC=CC=C3)CC2)C=C1 4-methoxy-N-(4-(2-(pyridin-2-yl)-2,8-diazaspiro[4.5]decan-8-yl)phenyl)benzamide